NC1CN(CC1CF)C1=NC=2CCC(CC2C(=C1)F)NC(=O)C1=CC2=C(N=N1)N(C=C2Cl)CC N-{2-[3-amino-4-(fluoromethyl)pyrrolidin-1-yl]-4-fluoro-5,6,7,8-tetrahydroquinolin-6-yl}-5-chloro-7-ethyl-7H-pyrrolo[2,3-c]pyridazine-3-carboxamide